OC(CCNC(C=C)=O)CO N-(3,4-dihydroxybutyl)acrylamide